2-((3,5-bis(trifluoromethyl)phenyl)carbamoyl)-4-chlorophenyl bis(2-(trimethylsilyl)ethyl) phosphate P(=O)(OC1=C(C=C(C=C1)Cl)C(NC1=CC(=CC(=C1)C(F)(F)F)C(F)(F)F)=O)(OCC[Si](C)(C)C)OCC[Si](C)(C)C